(3R,4R)-3-Cyclobutyl-4-(4-(4-(dimethoxymethyl)piperidin-1-yl)phenyl)chroman-7-ol C1(CCC1)[C@H]1COC2=CC(=CC=C2[C@H]1C1=CC=C(C=C1)N1CCC(CC1)C(OC)OC)O